CC=1C=C(C=CC1C)NS(=O)(=O)C1=CC=C(C=C1)NC(C1=CC(=CC=C1)S(=O)(=O)C)=O N-(4-(N-(3,4-dimethylphenyl)sulfamoyl)phenyl)-3-(methylsulfonyl)benzamide